2-hydroxy-2-methyl-1-[4-(methylsulfanyl)phenyl]Propan-1-one OC(C(=O)C1=CC=C(C=C1)SC)(C)C